(3-(2-methoxyethoxy)-3-oxopropyl) disulfide COCCOC(CCSSCCC(OCCOC)=O)=O